C(C)C1=CC=C(C=C1)C=1N=NN(C1)S(=O)(=O)C 4-(4-ethylphenyl)-1-(methylsulfonyl)-1H-1,2,3-triazole